di-n-butyltin dioctylthioglycolate salt C(CCCCCCC)C(C(=O)[O-])(S)CCCCCCCC.C(CCC)[Sn+2]CCCC.C(CCCCCCC)C(C(=O)[O-])(S)CCCCCCCC